6,6-dimethyl-2-(trifluoromethyl)octanoic acid CC(CCCC(C(=O)O)C(F)(F)F)(CC)C